N-(1-cyanocyclopropyl)-9-(5-(difluoromethyl)-1,3,4-thiadiazol-2-yl)-4-(4-(1-methylcyclopropane-1-carbonyl)piperazin-1-yl)-9H-pyrimido[4,5-b]indole-7-sulfonamide C(#N)C1(CC1)NS(=O)(=O)C1=CC=C2C3=C(N(C2=C1)C=1SC(=NN1)C(F)F)N=CN=C3N3CCN(CC3)C(=O)C3(CC3)C